C(#N)C=1C(=C(C=C2C(CC3(CC3)OC12)NS(=O)(=O)C(C)(C)C)F)I N-(8-cyano-6-fluoro-7-iodospiro[chromane-2,1'-cyclopropane]-4-yl)-2-methylpropane-2-sulfonamide